6-(3-hydroxy-3-methylbut-1-yn-1-yl)-4-(4,4,5,5-Tetramethyl-1,3,2-dioxaborolan-2-yl)pyrazolo[1,5-a]pyridine-3-carbonitrile OC(C#CC=1C=C(C=2N(C1)N=CC2C#N)B2OC(C(O2)(C)C)(C)C)(C)C